ClC=1C=C(C=2N(N1)C=CN2)[C@@H]2[C@H](C2)COC 6-chloro-8-((1S,2S)-2-(methoxymethyl)cyclopropyl)imidazo[1,2-b]pyridazine